C(C1=CC=CC=C1)(=O)C=1C=C(C=CC1)C=1C(=C(C(=O)N)C=CC1)OCCCC (3-benzoylphenyl)-2-butoxybenzamide